zinc-aluminum-zirconium salt [Zr].[Al].[Zn]